N-(3-chloro-2-methyl-phenyl)-4-[[3-[(5,5-dimethyl-1,4-dioxan-2-yl)methoxy]-4-pyridinyl]methylamino]-6-oxo-2,3-dihydro-1H-pyridine-5-thiocarboxamide ClC=1C(=C(C=CC1)NC(=S)C1=C(CCNC1=O)NCC1=C(C=NC=C1)OCC1OCC(OC1)(C)C)C